OCC1(COC1)CN1CC2=C(CC1)SC=C2 5-((3-(Hydroxymethyl)oxetan-3-yl)methyl)-4,5,6,7-tetrahydrothieno[3,2-c]pyridine